COC1CC2(C1)CCN(CC2)C2=CC=C(C=C2)S(=O)(=O)N2CCC(CC2)NC2=CC=C(C=C2)S(F)(F)(F)(F)F 1-(4-{2-methoxy-7-azaspiro[3.5]nonan-7-yl}benzenesulfonyl)-N-[4-(pentafluoro-λ6-sulfanyl)phenyl]piperidin-4-amine